[6-(2-chloropyrimidin-4-yl)-1-oxo-2,3-dihydro-1H-isoindol-2-yl]-N-[(1S)-2-hydroxy-1-(3-methoxyphenyl)ethyl]acetamide ClC1=NC=CC(=N1)C1=CC=C2CN(C(C2=C1)=O)CC(=O)N[C@H](CO)C1=CC(=CC=C1)OC